BrC=1C=CC2=CN(N=C2C1)[C@H]1CN(C[C@@H](C1)C)C(=O)OC(C)(C)C |r| tert-butyl rac-(3R,5R)-3-(6-bromoindazol-2-yl)-5-methyl-piperidine-1-carboxylate